3-methyl-1-phenyl-1H-pyrazol CC1=NN(C=C1)C1=CC=CC=C1